C(C)(C)(C)OC(=O)N1[C@@H](CN(CC1)C(=O)C1=NC2=CC=C(C=C2C(=N1)NC1=NNC(=C1)C1CC1)P(=O)(C)C)C (R)-4-(4-((5-cyclopropyl-1H-pyrazol-3-yl)amino)-6-(dimethylphosphoryl)quinazoline-2-carbonyl)-2-methylpiperazine-1-carboxylic acid tert-butyl ester